3-aminobutyric acid, sodium salt [Na+].NC(CC(=O)[O-])C